NCC=1SC(=CN1)S(=O)(=O)C=1C=C(C=C(C1)C1=CC=CC=C1)C(=O)OCC ethyl 5-((2-(aminomethyl)thiazol-5-yl)sulfonyl)-[1,1'-biphenyl]-3-carboxylate